C(C)OC(CCC=CC#CC=C)OCC 9,9-diethoxy-1,5-nonadien-3-yne